C1=C(C=CC2=CC=CC=C12)CN1C=CC=2C1=CC=C1C=NC=NC21 7-(naphthalen-2-ylmethyl)-7H-pyrrolo[2,3-H]quinazoline